3-(1-(1-(2'-methoxy-4'-(trifluoromethyl)-[1,1'-biphenyl]-4-yl)butyl)-1H-indazole-5-carboxamido)propionic acid ethyl ester C(C)OC(CCNC(=O)C=1C=C2C=NN(C2=CC1)C(CCC)C1=CC=C(C=C1)C1=C(C=C(C=C1)C(F)(F)F)OC)=O